NC1=CC(=C2O[C@@H](CC3CC3CC[C@](C3=NN=C(C1=N2)O3)(O)C(F)(F)F)C)C(F)(F)F (6R,13R)-18-Amino-13-methyl-6,16-bis(trifluoromethyl)-14,20-dioxa-3,4,19-triazatetracyclo[13.3.1.12,5.09,11]icosa-1(19),2,4,15,17-pentaen-6-ol